(4-(benzyloxy)phenyl)methylamine C(C1=CC=CC=C1)OC1=CC=C(C=C1)CN